N-(1-(5-(2,4-dioxo-1,2,3,4-tetrahydropyrimidin-5-yl)pyrazolo[1,5-a]pyrimidin-7-yl)pyrrolidin-3-yl)acetamide O=C1NC=C(C(N1)=O)C1=NC=2N(C(=C1)N1CC(CC1)NC(C)=O)N=CC2